4-oxo-2-phenyl-4-(p-tolyl)butanenitrile O=C(CC(C#N)C1=CC=CC=C1)C1=CC=C(C=C1)C